2-ethylhexyl-thioglycolate C(C)C(CC(C(=O)[O-])S)CCCC